N[C@H](C(=O)O)CCN=[N+]=[N-] (S)-2-amino-4-azidobutanoic acid